C(OCCCCCC)(OCCCCCC)=O Di-n-hexyl (carbonate)